2-Bromo-N-ethyl-4-methoxy-6-nitroaniline BrC1=C(NCC)C(=CC(=C1)OC)[N+](=O)[O-]